C(CCC)[N+](C)(CCCC)CCCC tributylmethylammonium